N-[2-(6-chloro-2-pyridyl)-2-(1-methylpyrazol-4-yl)propyl]-5-(3,5-difluoro-2-pyridyl)isoxazole-3-carboxamide ClC1=CC=CC(=N1)C(CNC(=O)C1=NOC(=C1)C1=NC=C(C=C1F)F)(C)C=1C=NN(C1)C